(1S,3R)-3-((5-amino-3-ethyl-8-(1-(1-(2-hydroxyethyl)piperidin-4-yl)-1H-pyrazol-4-yl)pyrido[3,4-b]pyrazin-2-yl)amino)cyclopentan-1-ol NC1=NC=C(C=2C1=NC(=C(N2)N[C@H]2C[C@H](CC2)O)CC)C=2C=NN(C2)C2CCN(CC2)CCO